CS(=O)(=O)N[C@@H]1[C@@H](N(CCC1)C(=O)OC)CO[C@@H]1CC[C@@H](CC1)C1=CC=CC=C1 methyl (2R,3S)-3-((methylsulfonyl)amino)-2-(((cis-4-phenylcyclohexyl)oxy) methyl)piperidine-1-carboxylate